CC1=C(C=CC(=N1)NC(C)=O)B1OC(C(O1)(C)C)(C)C N-(6-methyl-5-(4,4,5,5-tetramethyl-1,3,2-dioxaborolan-2-yl)pyridin-2-yl)acetamide